(R)-N-(5-((6-(3-(2',3'-difluoro-[1,1'-biphenyl]-3-yl)isoxazolidin-2-yl)pyrimidin-4-yl)-amino)-4-methoxy-2-(4-(oxetan-3-yl)-piperazin-1-yl)-phenyl)acrylamide FC1=C(C=CC=C1F)C1=CC(=CC=C1)[C@@H]1N(OCC1)C1=CC(=NC=N1)NC=1C(=CC(=C(C1)NC(C=C)=O)N1CCN(CC1)C1COC1)OC